OC(=O)C(F)(F)F.ONC(=O)C=1C=NC(=NC1)N1CCC(CC1)NC1C(C1)C1=CC=C(C=C1)F 2-{4-[2-(4-Fluoro-phenyl)-cyclopropylamino]-piperidin-1-yl}-pyrimidine-5-carboxylic acid hydroxyamide TFA salt